I.ClC=1N(CCN1)NCC1=CC=CC=C1 chlorobenzylamino-2-imidazoline hydroiodide